COC(=O)C1=CC2=C(OC(O2)(F)F)C=C1N 6-amino-2,2-difluorobenzo[d][1,3]dioxolane-5-carboxylic acid methyl ester